CC1(NC(CC(C1)OC1=CC=CN=N1)(C)C)C 6-[(2,2,6,6-tetramethylpiperidin-4-yl)oxy]pyridazin